N-(4-(4-Bromophenyl)thiazol-2-yl)-2-((1-methylethyl)sulfonamido)-4-(trifluoromethyl)benzamide BrC1=CC=C(C=C1)C=1N=C(SC1)NC(C1=C(C=C(C=C1)C(F)(F)F)NS(=O)(=O)C(C)C)=O